(1R,2R)-2-(5-fluoro-2-nitro-phenoxy)cyclohexanol FC=1C=CC(=C(O[C@H]2[C@@H](CCCC2)O)C1)[N+](=O)[O-]